N-(2-amino-2-(4-(4-((2-aminoethyl)sulfonyl)-3-sulfamoyl-2-(2H-tetrazol-5-yl)phenyl)-1H-benzo[d]imidazol-2-yl)ethyl)-2,2,2-trifluoroacetamide NC(CNC(C(F)(F)F)=O)C1=NC2=C(N1)C=CC=C2C2=C(C(=C(C=C2)S(=O)(=O)CCN)S(N)(=O)=O)C=2N=NNN2